CON(C(=O)C1CCN(CC1)C)C 1-methyl-piperidine-4-carboxylic acid methoxy-methyl amide